CC1=C(C(=CC=C1)C)NC(=O)C=1C(=C2C3=C(C(OC2=CC1CCCCC)(C)C)C=CC(=C3)C)O N-(2,6-dimethylphenyl)-1-hydroxy-6,6,9-trimethyl-3-pentyl-6H-benzo[c]chromene-2-carboxamide